2-(((2-(4-(2-hydroxyethyl)piperazin-1-yl)ethyl)amino)methylene)-5-(4-(cyano)phenyl)cyclohexane-1,3-dione OCCN1CCN(CC1)CCNC=C1C(CC(CC1=O)C1=CC=C(C=C1)C#N)=O